C(C)(C)(C)OC(=O)N1[C@H](CN([C@@H](C1)C)C(C(C)C)=O)C1=CC=C(C=C1)F.FC1=CC=C(C=C1)[C@@H]1NC[C@H](N(C1)C(C(C)C)=O)C 1-((2R,5S)-5-(4-fluorophenyl)-2-methylpiperazin-1-yl)-2-methylpropan-1-one tert-Butyl-(2S,5R)-2-(4-fluorophenyl)-5-methyl-4-(2-methylpropanoyl)piperazine-1-carboxylate